C(C)(=O)C1=NN(C2=CC=C(C=C12)C=1C=NC(=NC1)C)CC(=O)N1[C@@H]2C[C@@]2(C[C@H]1C(=O)NC1=NC(=CC(=C1)C(N)=O)Br)C (1R,3S,5R)-2-(2-(3-acetyl-5-(2-methylpyrimidin-5-yl)-1H-indazol-1-yl)acetyl)-N-(6-bromo-4-carbamoylpyridin-2-yl)-5-methyl-2-azabicyclo[3.1.0]hexane-3-carboxamide